[Sn].[Ga].[Rh] rhodium gallium tin